S(SC=1NC(=CC1C#N)C1=C(C=CC=C1)F)C=1NC(=CC1C#N)C1=C(C=CC=C1)F 2,2'-disulfanediylbis[5-(2-fluorophenyl)-1H-pyrrole-3-carbonitrile]